N1=CNC=2N=CC=3C=C(N=CC3C21)C=2C(=CC(=NC2)[C@H](CC)O)C (S)-1-(5-(3H-imidazo[4,5-c][2,6]naphthyridin-7-yl)-4-methylpyridin-2-yl)propan-1-ol